ClC1=C2C(C(=C(N(C2=CC=C1F)O)C)CC1=CC=C(C=C1)OC(F)(F)F)=O 5-chloro-6-fluoro-1-hydroxy-2-methyl-3-(4-trifluoromethoxybenzyl)-4(1H)-quinolinone